CC1=C(C=CC=C1)C1C(OCCC1)(CC1=CC=CC=C1)OC1(OCCCC1C1=C(C=CC=C1)C)CC1=CC=CC=C1 (o-methylphenyl)(phenyl)methyl-2-tetrahydropyranyl ether